4-methyl-6-oxo-1-(2-methylphenyl)-1,6-dihydropyridazine-3-amide CC=1C(=NN(C(C1)=O)C1=C(C=CC=C1)C)C(=O)N